(2S)-N-{4-[3-(2,4-Difluorophenyl)-5-methyl-4-oxo-4,5,6,7-tetrahydro-1H-pyrrolo[3,2-c]pyridin-2-yl]pyridin-2-yl}-4,4-difluoro-2-(4-fluorophenyl)butanamid FC1=C(C=CC(=C1)F)C1=C(NC2=C1C(N(CC2)C)=O)C2=CC(=NC=C2)NC([C@@H](CC(F)F)C2=CC=C(C=C2)F)=O